COC(=O)C=1C=CC2=C(N(C(=N2)CC2=C(C=C(C=C2)Br)COC)CCOC)C1 2-(4-bromo-2-(methoxymethyl)benzyl)-1-(2-methoxyethyl)-1H-benzo[d]imidazole-6-carboxylic acid methyl ester